FC(C=1C=C(C=C(C1)C(F)(F)F)CC(=O)N1C=C(C2=CC=CC=C12)/C=C(/C(=O)OCC)\C#N)(F)F Ethyl (E)-3-(1-(2-(3,5-bis(trifluoromethyl)phenyl)acetyl)-1H-indol-3-yl)-2-cyanoacrylate